[1-(Cyclopropylmethyl)-7-(3-ethyl-4-pyridyl)-2-(1,2,3,6-tetrahydropyridin-5-yl)indol-5-yl]-[4-(5-fluoro-3-methoxy-2-pyridyl)piperazin-1-yl]methanone C1(CC1)CN1C(=CC2=CC(=CC(=C12)C1=C(C=NC=C1)CC)C(=O)N1CCN(CC1)C1=NC=C(C=C1OC)F)C1=CCCNC1